FC=1C=CC(=C2C=C(N(C12)CCNC1=CC(=NC=N1)C1=CC(=C(C=C1)CO)C)C)OC (4-{6-[2-(7-Fluoro-4-methoxy-2-methyl-indol-1-yl)-ethylamino]-pyrimidin-4-yl}-2-methyl-phenyl)-methanol